prop-2-enoyl chloride C(C=C)(=O)Cl